hydrogen peroxide monosulfate S(=O)(=O)(O)O.OO